BrC1=CC(=C(C(=C1)F)C=1N=C2N(C=CC(=C2)C)C1C[C@H]1CN(CCO1)C(=O)OC)Cl methyl (S)-2-((2-(4-bromo-2-chloro-6-fluorophenyl)-7-methylimidazo[1,2-a]pyridin-3-yl)methyl)morpholine-4-carboxylate